O=C1C2(N3C(C=NN1)=CC1=C3N=C(N=C1)NC1=CC=C(C=C1)S(=O)(=O)N)CCCCC2 4-((9'-oxo-8',9'-dihydrospiro[cyclohexane-1,10'-pyrimido[5',4':4,5]pyrrolo[2,1-d][1,2,5]triazepin]-2'-yl)amino)benzenesulfonamide